OC1=C(C=O)C=CC(=C1)CCCCCC\C=C/CCCCCCC (Z)-2-hydroxy-4-(pentadec-7-enyl)benzaldehyde